(4-aminotetrahydropyran-4-yl)methanol NC1(CCOCC1)CO